Cl.[C@H]12OC([C@H](NC1)C2)=O (1R,4R)-2-oxa-5-azabicyclo[2.2.1]heptan-3-one HCl salt